P(=O)(OCC=C)([O-])O.[NH4+] monoammonium allyl phosphate